3-[(R) or (S)-4-(3-fluoro-4-methylphenyl)sulfonylmorpholin-2-yl]benzothiophene-2-carboxamide FC=1C=C(C=CC1C)S(=O)(=O)N1C[C@H](OCC1)C1=C(SC2=C1C=CC=C2)C(=O)N |o1:13|